O[C@@]1(C2(C(=C3C(=C(C=C3C1=O)C)CCCOC)C)CC2)C (R)-6'-hydroxy-3'-(3-methoxypropyl)-2',4',6'-trimethylspiro[cyclopropane-1,5'-inden]-7'(6'H)-one